FC([C@H](CNC(=O)C=1C(N(N=C(C1)C1=CC=C(C=C1)OC(F)(F)F)C=1C=NC=CC1)=O)O)F N-[(2S)-3,3-difluoro-2-hydroxypropyl]-3-oxo-2-(pyridin-3-yl)-6-[4-(trifluoromethoxy)phenyl]-2,3-dihydropyridazine-4-carboxamide